2-methoxy-5-(1-oxa-3-azaspiro[4.5]dec-2-en-2-yl)benzoic acid COC1=C(C(=O)O)C=C(C=C1)C=1OC2(CN1)CCCCC2